S(=O)(=O)([O-])[O-].[Hg+].[Hg+] Mercury(I) sulfate